N1(CCC1)C(=O)N1[C@H]([C@H](C(C1)(F)F)NS(=O)(=O)CC)CC=1C(=C(C=CC1)C1=CC(=CC=C1)C)F N-{(2S,3R)-1-(azetidine-1-carbonyl)-4,4-difluoro-2-[(2-fluoro-3'-methyl[1,1'-biphenyl]-3-yl)methyl]pyrrolidin-3-yl}-ethanesulfonamide